CC1=C(C(=CC(=C1)C)C)N1C=[N+](C=C1)C1=C(C=C(C=C1C)C)C 1,3-bis(2,4,6-trimethylphenyl)-1H-imidazol-3-ium